[N+](=O)([O-])C=1C=2CCCC2C=C2CCC(C12)C=O 8-nitro-1,2,3,5,6,7-hexahydro-s-indacene-1-carbaldehyde